FC(COC1=C(C=CC=2NC(OC(C21)=O)=O)C)F 5-(2,2-Difluoroethoxy)-6-methyl-2H-benzo[d][1,3]oxazine-2,4(1H)-dione